1-(benzofuran-7-ylmethyl)-N-(1H-indol-3-yl)-3,3-dimethyl-2-oxoindoline-6-carboxamide O1C=CC2=C1C(=CC=C2)CN2C(C(C1=CC=C(C=C21)C(=O)NC2=CNC1=CC=CC=C21)(C)C)=O